((2-amino-9-((2R,3S,4S,5R)-4-fluoro-3-hydroxy-5-(hydroxymethyl)tetrahydrofuran-2-yl)-6,8-dioxo-1,6,8,9-tetrahydro-7H-purin-7-yl)methyl)benzonitrile NC=1NC(C=2N(C(N(C2N1)[C@@H]1O[C@@H]([C@H]([C@H]1O)F)CO)=O)CC1=C(C#N)C=CC=C1)=O